C(C1=CC=CC=C1)OC1=C(C=C(C=C1[N+](=O)[O-])Cl)S(=O)(=O)C 2-(benzyloxy)-5-chloro-1-(methylsulfonyl)-3-nitrobenzene